OCC1(COC1)C=1C=C(C=CC1)N1N=CC=2C=NC(=CC21)NC(C)=O N-(1-(3-(3-(hydroxymethyl)oxetan-3-yl)phenyl)-1H-pyrazolo[4,3-C]pyridin-6-yl)acetamide